(3R)-3-methyl-4-{1-[4-(trifluoromethyl)phenyl]ethyl-piperazin-1-yl}-6-oxo-5,6-dihydro-1,5-naphthyridine-2,7-dicarbonitrile CC=1C(=NC=2C=C(C(NC2C1N1C(CNCC1)C(C)C1=CC=C(C=C1)C(F)(F)F)=O)C#N)C#N